N1C=CC=C1 Monoazole